[Br-].C(=C)N1CN(C=C1)CC(OCC)OCC 1-vinyl-3-(2,2-diethoxyethyl)imidazole bromide salt